S(=O)(=O)(C1=CC=C(C)C=C1)OCCOCCOCCOCCOCCO pentaethylene glycol monotosylate